C(C)(C)(C)N(C(O)=O)C(C(=O)NCC1=NC=CC=C1SCC1CCC1)(C)C.N1C=NC(=C1)C1CCN(CC1)S(=O)(=O)C=1C=C(N)C=CC1 3-((4-(1H-imidazole-4-yl)piperidine-1-yl)sulfonyl)aniline Tert-Butyl-(1-(((3-((Cyclobutylmethyl)Sulfanyl)Pyridin-2-yl)Methyl)Amino)-2-Methyl-1-Oxoprop-2-yl)Carbamate